COC(=O)C1=CN(C(=C1)C1=NC=C(C=C1)N1CC(C1)(F)F)C 5-[5-(3,3-difluoroazetidin-1-yl)pyridin-2-yl]-1-methyl-1H-pyrrole-3-carboxylic acid methyl ester